(4s,6r)-2-bromo-4,6-dimethyl-6,7-dihydro-4H-pyrazolo[1,5-a]pyrazine-5-carboxylic acid tert-butyl ester C(C)(C)(C)OC(=O)N1[C@H](C=2N(C[C@H]1C)N=C(C2)Br)C